ClC1=C(C#N)C(=CC=N1)NC=1C=NC(=CC1C)CC(C)C 2-chloro-4-((6-isobutyl-4-methylpyridin-3-yl)amino)nicotinonitrile